3-(4-chlorophenyl)-1-[3-(4-methylpyridin-2-yl)phenyl]Urea ClC1=CC=C(C=C1)NC(NC1=CC(=CC=C1)C1=NC=CC(=C1)C)=O